N-tert-butyloxycarbonyl-prolyl-isoleucyl-selenomethionine C(C)(C)(C)OC(=O)N1[C@@H](CCC1)C(=O)N[C@@H]([C@@H](C)CC)C(=O)N[C@@H](CC[Se]C)C(=O)O